C(CCCCCCCCC(=O)O)(=O)O.C1(CCC(N1)=O)=O.C1(CCC(N1)=O)=O bis-succinimide sebacate